3-carbamimidamido(3,3-2H2)propanoic acid N(C(=N)N)C(CC(=O)O)([2H])[2H]